BrC1=CNC=2C1=NC=CC2 3-Bromo-1H-pyrrolo[3,2-b]pyridine